CC1([C@H]([C@@H]1C1=CN=C(O1)C1=CC=CC=C1)C1=CC=C(C=C1)S(=O)(=O)N)C 4-[(1S,3S)-2,2-dimethyl-3-(2-phenyl-1,3-oxazol-5-yl)cyclopropyl]benzenesulfonamide